(+)-N-(1-(4-cyanophenyl)-3-cyclopropylmethylene)-2-methylpropane-2-sulfinamide C(#N)C1=CC=C(C=C1)C1CC1C=NS(=O)C(C)(C)C